(1s,2r,5r)-3-((6-(4-fluorophenoxy)pyridin-3-yl)sulfonyl)-8-((2-methoxyethoxy)carbonyl)-3,8-diazabicyclo[3.2.1]octane-2-carboxylic acid FC1=CC=C(OC2=CC=C(C=N2)S(=O)(=O)N2[C@H]([C@@H]3CC[C@H](C2)N3C(=O)OCCOC)C(=O)O)C=C1